(2S,3R,E)-2-aminohexatriacont-4-ene-1,3-diol N[C@@H](CO)[C@@H](\C=C\CCCCCCCCCCCCCCCCCCCCCCCCCCCCCCC)O